Tributyl-(2-hydroxypropyl)ammonium C(CCC)[N+](CC(C)O)(CCCC)CCCC